1-(tetrahydro-pyran-4-yl)-piperidin-4-yl-2,3-dihydro-1H-isoindole-4-carboxylic acid amide O1CCC(CC1)N1CCC(CC1)C1NCC=2C(=CC=CC12)C(=O)N